C(C)(C)(C)OC(=O)N1CC2=C(CC1)NN=C2C(=O)N2CCC(CC2)C2=C(C(=CC=C2)F)C(F)(F)F 3-(4-(3-fluoro-2-(trifluoromethyl)phenyl)piperidine-1-carbonyl)-1,4,6,7-tetrahydro-5H-pyrazolo[4,3-c]pyridine-5-carboxylic acid tert-butyl ester